9-[1,1'-Biphenyl]-3-yl-3-bromo-9H-carbazol C1(=CC(=CC=C1)N1C2=CC=CC=C2C=2C=C(C=CC12)Br)C1=CC=CC=C1